2-(2,4-dioxotetrahydropyrimidin-1(2H)-yl)-5-((4-(6-methylthiothieno[2,3-d]pyrimidin-4-yl)piperazin-1-yl)methyl)isoindoline-1,3-dione O=C1N(CCC(N1)=O)N1C(C2=CC=C(C=C2C1=O)CN1CCN(CC1)C=1C2=C(N=CN1)SC(=C2)SC)=O